(S)-3-(Boc-amino)pyrrolidine C(=O)(OC(C)(C)C)N[C@@H]1CNCC1